NC1=C(C(=NC=N1)N[C@H]1C[C@H](CC1)NC(C=C)=O)C1=CC=C(C=C1)OC1=CC=CC=C1 N-(cis-3-((6-amino-5-(4-phenoxyphenyl)pyrimidin-4-yl)amino)cyclopentyl)acrylamide